COC1=NC(=NC(=C1)OC)SC1=C(C=CC(=C1)C(F)(F)F)N1CCC(CC1)N(C)C 1-(2-((4,6-dimethoxypyrimidin-2-yl)thio)-4-(trifluoromethyl)-phenyl)-N,N-dimethylpiperidin-4-amine